C1(CC1)COC1=C(C=C(C=C1)S(=O)(=O)N1CCC2=CC=CC=C12)C=1C2=C(C(N(C1)C)=O)NC=C2 4-[2-(cyclopropylmethoxy)-5-(2,3-dihydro-1H-indol-1-ylsulfonyl)phenyl]-6-methyl-1,6-dihydro-7H-pyrrolo[2,3-c]pyridin-7-one